2'-chloro-N-(5-(6-(difluoromethoxy)nicotinoyl)-5,6-dihydro-4H-pyrrolo[3,4-d]thiazol-2-yl)-5'-methoxy-6-methyl-[4,4'-bipyridine]-3-carboxamide ClC1=NC=C(C(=C1)C1=C(C=NC(=C1)C)C(=O)NC=1SC2=C(N1)CN(C2)C(C2=CN=C(C=C2)OC(F)F)=O)OC